7-Hexoxy-N-tetralin-1-yl-pyrido[3,2-d]pyrimidin-3-ium-4-amine chloride [Cl-].C(CCCCC)OC1=CC=2N=C[NH+]=C(C2N=C1)NC1CCCC2=CC=CC=C12